4-Chloro-2-methoxy-N-[6-(1-methyl-piperidine-4-carbonyl)-pyridin-2-yl]-benzamide ClC1=CC(=C(C(=O)NC2=NC(=CC=C2)C(=O)C2CCN(CC2)C)C=C1)OC